5-amino-6-ethyl-nicotinic acid methyl ester COC(C1=CN=C(C(=C1)N)CC)=O